BrC=1N=CC=2N(C1)C=C(N2)C=O 6-bromoimidazo[1,2-a]pyrazine-2-carbaldehyde